CC1=NC=C(C=N1)NC1=NC=CC2=CC=CC=C12 N-(2-methylpyrimidin-5-yl)isoquinolin-1-amine